racemic-2-aminopropanol N[C@@H](CO)C |r|